C(C)(C)(C)OC(=O)N1C[C@]2(C(C2)(F)F)C[C@H]1C(=O)O (3s,6s)-5-tert-butoxycarbonyl-2,2-difluoro-5-azaspiro[2.4]heptane-6-carboxylic acid